(4-((3R,5R)-3,5-dihydroxypiperidin-1-yl)-2-((1-((dimethylamino)methyl)cyclopropyl)methoxy)-5,7-dihydro-6H-pyrrolo[3,4-d]pyrimidin-6-yl)(3-hydroxy-8-iodonaphthalen-1-yl)methanone O[C@H]1CN(C[C@@H](C1)O)C=1C2=C(N=C(N1)OCC1(CC1)CN(C)C)CN(C2)C(=O)C2=CC(=CC1=CC=CC(=C21)I)O